[N+](=O)([O-])C1=CC=C(C=2C1=NON2)NC2CNCC2 7-nitro-N-(pyrrolidine-3-yl)benzo[c][1,2,5]oxadiazole-4-amine